1-(2-(1H-imidazol-4-yl)ethyl)piperidine-2,6-dione N1C=NC(=C1)CCN1C(CCCC1=O)=O